C1(CCCC1)OC1=C(C=C(C=C1)/C=C/C(=O)O)OC E-3-(4-(cyclopentyloxy)-3-methoxyphenyl)acrylic acid